C(C)(C)(C)OC(=O)N1C(CCCC1)OC1=NC(=NC=C1)COC1=C(C=C(C=C1)C#N)F ((2-((4-cyano-2-fluorophenoxy)methyl)pyrimidin-4-yl)oxy)piperidine-1-carboxylic acid tert-butyl ester